ClC=1C=CC2=C([Si](C3=C(C2=O)C=CC(=C3)Cl)(C)C)C1 3,7-dichloro-5,5-dimethyldibenzo[b,e]silin-10(5H)-one